CC1=C(C(=CC=C1)N)N 3-Methyl-1,2-benzenediamine